(E)-3-(3-([1,1'-biphenyl]-3-yl)acryloyl)-4-(4'-fluorophenyl)oxazolidin-2-one C1(=CC(=CC=C1)/C=C/C(=O)N1C(OCC1C1=CC=C(C=C1)F)=O)C1=CC=CC=C1